C[Si](C)(C)C#CC1=CC=C(OC2=C(N=NN2)C(=O)OCC)C=C1 ethyl 5-(4-((trimethylsilyl) ethynyl) phenoxy)-1H-1,2,3-triazole-4-carboxylate